(1s,3s)-3-(benzyloxy)cyclobutanol C1C(CC1OCC2=CC=CC=C2)O